COC=1C=2N(C=C(N1)B(O)O)N=CN2 (8-methoxy-[1,2,4]triazolo[1,5-a]pyrazin-6-yl)boronic acid